acetic acid [(2R,3R,4R,5R)-4-acetoxy-2-[(butyrylamino) methyl]-5-[2-(2-methylpropanamido)-6-oxo-1H-purin-9-yl] tetrahydrofuran-3-yl] ester C(C)(=O)O[C@@H]1[C@@H]([C@H](O[C@H]1N1C=2N=C(NC(C2N=C1)=O)NC(C(C)C)=O)CNC(CCC)=O)OC(C)=O